C(C)OC(C(C)Br)=O ethyl-2-bromopropanoate